pentaerythritol didecanoate C(CCCCCCCCC)(=O)OCC(COC(CCCCCCCCC)=O)(CO)CO